COC1=CC(=CC=2CCOC21)C=O 7-Methoxy-2,3-dihydrobenzofuran-5-carbaldehyde